isopropyl (trans-4-(5-(4-(benzo[d]thiazol-6-yl)-2-(N-(tert-butyl)sulfamoyl)phenyl)thiazol-2-yl)cyclohexyl)carbamate S1C=NC2=C1C=C(C=C2)C2=CC(=C(C=C2)C2=CN=C(S2)[C@@H]2CC[C@H](CC2)NC(OC(C)C)=O)S(NC(C)(C)C)(=O)=O